C1(CC1)C1=CC(=NN1CC(=O)N1CCC(CC1)C1=CC(=NC=C1)C(=O)NC1CCCC2=CC=CC=C12)C(F)(F)F 4-[1-[2-[5-cyclopropyl-3-(trifluoromethyl)pyrazol-1-yl]acetyl]-4-piperidyl]-N-tetralin-1-yl-pyridine-2-carboxamide